methyl 4-bromo-2-(dimethylamino)-5-(trifluoromethyl)benzoate BrC1=CC(=C(C(=O)OC)C=C1C(F)(F)F)N(C)C